C12(CC3CC(CC(C1)C3)C2)C=2C=C(C=C(C2OCOC)B2OC(C(O2)(C)C)(C)C)[Si](C(C)C)(C(C)C)C(C)C (3-(1-adamantyl)-4-(methoxymethoxy)-5-(4,4,5,5-tetramethyl-1,3,2-dioxaborolan-2-yl)phenyl)triisopropylsilane